3-Methyl-5-(N-(2-fluoro-6-(trifluoromethyl)benzyl)-N-phenethylsulfamoyl)benzofuran-2-carboxylic acid CC1=C(OC2=C1C=C(C=C2)S(N(CCC2=CC=CC=C2)CC2=C(C=CC=C2C(F)(F)F)F)(=O)=O)C(=O)O